2-methoxy-N-methyl-5-(3-((4-(pentafluorosulfaneyl)phenyl)thio)pyrazin-2-yl)benzenesulfonamide COC1=C(C=C(C=C1)C1=NC=CN=C1SC1=CC=C(C=C1)S(F)(F)(F)(F)F)S(=O)(=O)NC